Tert-butyl hydroperoxide C(C)(C)(C)OO